C(C)(=O)NCC1=CC(=CNC1=O)[C@H]1CN(CCC1(F)F)[C@H](C(=O)NC1=NC=C(C=C1)OC1=CC=C(C=C1)F)C (S)-2-((S)-3-(5-(acetamidomethyl)-6-oxo-1,6-dihydropyridin-3-yl)-4,4-difluoropiperidin-1-yl)-N-(5-(4-fluorophenoxy)pyridin-2-yl)propanamide